ClC1=C2OC=3C(=CC=C(C[C@H]4N(C(COC(C=C1)=N2)=O)C[C@H]([C@H]4NS(=O)(=O)CC)F)C3)F |o1:10,21,22| N-[rel-(15aR,16S,17R)-7-chloro-11,17-difluoro-1-oxo-1,2,15a,16,17,18-hexahydro-15H-4,8-(azeno)-14,10-(metheno)pyrrolo[1,2-d][1,12,4]dioxazacycloheptadecin-16-yl]ethanesulfonamide